ClC=1C=2C(N=C3N(C2C=CC1)C1=CC(=CC=C1C31CCCCC1)C#CCO)=O 4'-chloro-10'-(3-hydroxyprop-1-yn-1-yl)-5'H-spiro[cyclohexane-1,7'-indolo[1,2-a]quinazolin]-5'-one